dimethylammonium chloride salt [Cl-].C[NH2+]C